2,2'-Diisopropyl-1,1',3,3'-tetramethyl-2,2',3,3',4,4',5,5',6,6',7,7'-dodecahydro-2,2'-bibenzo[d]imidazol C(C)(C)C1(N(C2=C(N1C)CCCC2)C)C2(N(C1=C(N2C)CCCC1)C)C(C)C